C1(CCCCC1)[NH3+].O[C@H]1[C@H](O)[C@@H](O)[C@H](O)[C@H](O1)C(=O)[O-] β-glucuronic acid, cyclohexylammonium salt